C(C1=CC=CC=C1)(=O)ON=C(C(=O)C1=CC=C(C=C1)SC1=CC=CC=C1)CCCCCC 1-[4-(phenylthio)phenyl]-1,2-octanedione 2-(O-benzoyl oxime)